C(C)(C)(C)OC(N(C)C)N(C)C t-butoxybis-dimethylaminomethane